(8R,9aS)-3-amino-8-hydroxy-8,9,9a,10-tetrahydro-5H,7H-pyrido[3,2-f]pyrrolo[2,1-c][1,4]oxazepin-5-one NC1=CC=2C(N3[C@H](COC2N=C1)C[C@H](C3)O)=O